O[C@@H](CO)[C@@H]1OC(C(=C1C(=O)[O-])O)=O.[Na+] sodium (R)-2-((S)-1,2-dihydroxyethyl)-4-hydroxy-5-oxo-2,5-dihydrofuran-3-oate